N1=CN=C(C2=C1NC=C2)N2CCN(CC2)C(=O)C2=CC=C(C=C2)F (4-(7H-pyrrolo[2,3-d]pyrimidin-4-yl)piperazin-1-yl)(4-fluorophenyl)methanone